2,6-Dichlorophenyl 3-[2-(2-{2-[(1-hydroxy-6-oxopyridin-2-yl)formamido]ethoxy}ethoxy)ethoxy]propanoate ON1C(=CC=CC1=O)C(=O)NCCOCCOCCOCCC(=O)OC1=C(C=CC=C1Cl)Cl